palladium(2+) bis((cyclopenta-1,3-dien-1-yl)diphenylphosphane) C1(=CC=CC1)P(C1=CC=CC=C1)C1=CC=CC=C1.C1(=CC=CC1)P(C1=CC=CC=C1)C1=CC=CC=C1.[Pd+2]